3-((R)-2-(benzyloxy)propanamido)-2-hydroxy-4-phenyl-N-(pyridin-2-ylmethyl)butanamide C(C1=CC=CC=C1)O[C@@H](C(=O)NC(C(C(=O)NCC1=NC=CC=C1)O)CC1=CC=CC=C1)C